1,3-dimethyltetrahydro-2(1H)-pyrimidinone CN1C(N(CCC1)C)=O